l-O,2-O,3-O,6-O-tetrakis(2-bromo-2-methylpropanoyl)-4-O-[2-O,3-O,4-O,6-O-tetrakis(2-bromo-2-methylpropanoyl)-beta-D-galactopyranosyl]-alpha-D-glucopyranose BrC(C(=O)O[C@@H]1[C@H](OC(C(C)(Br)C)=O)[C@@H](OC(C(C)(Br)C)=O)[C@H](O[C@H]2[C@H](OC(C(C)(C)Br)=O)[C@@H](OC(C(C)(Br)C)=O)[C@@H](OC(C(C)(Br)C)=O)[C@H](O2)COC(C(C)(Br)C)=O)[C@H](O1)COC(C(C)(Br)C)=O)(C)C